C1=C(C=CC2=CC=CC=C12)C[C@H](N)C(=O)O 3-naphth-2-yl-alanine